O1C=NC=C1C(=O)NC(C)C1=CC=C(C=C1)NC(OCC1=CC=C(C=C1)Cl)=O 4-chlorobenzyl (4-(1-(oxazole-5-carboxamido)ethyl)phenyl)carbamate